CCCCCCCCCCCCCCCCCC(=O)O[C@H](COC(=O)CCCCCCCCC/C=C\C/C=C\CCCCC)COP(=O)(O)OC[C@H](CO)O 1-(11Z,14Z-eicosadienoyl)-2-octadecanoyl-glycero-3-phospho-(1'-sn-glycerol)